COC1=NC=C(C=C1S(=O)(=O)N1CCC2(CCC(C2)N2CC3(C2)COCC3)CC1)C 2-(8-((2-methoxy-5-methylpyridin-3-yl)sulfonyl)-8-azaspiro[4.5]dec-2-yl)-6-oxa-2-azaspiro[3.4]octane